(2S,4R)-1-[(2S)-2-[4-[1-(cyclopropylsulfonylamino)-1-methyl-ethyl]triazol-1-yl]-3,3-dimethyl-butanoyl]-4-hydroxy-N-methyl-pyrrolidine-2-carboxamide C1(CC1)S(=O)(=O)NC(C)(C)C=1N=NN(C1)[C@H](C(=O)N1[C@@H](C[C@H](C1)O)C(=O)NC)C(C)(C)C